4-(4-(3,8-diazabicyclo[3.2.1]octan-3-yl)-8-fluoro-2-(3-methoxycyclobutoxy)-6-(trifluoromethyl)quinazolin-7-yl)-7-fluorobenzo[d]thiazol-2-amine C12CN(CC(CC1)N2)C2=NC(=NC1=C(C(=C(C=C21)C(F)(F)F)C2=CC=C(C1=C2N=C(S1)N)F)F)OC1CC(C1)OC